FC(C=1N=C(OC1)CC1CC2(CN(C2)C(=O)N2C[C@H](CC2)C(=O)N)C1)(F)F (3S)-1-[6-[[4-(trifluoromethyl)oxazol-2-yl]methyl]-2-azaspiro[3.3]heptane-2-carbonyl]pyrrolidine-3-carboxamide